1-Benzyl-5-chloro-1H-1,2,3-triazole-4-carbonitrile C(C1=CC=CC=C1)N1N=NC(=C1Cl)C#N